N[C@@H]1C[C@H](CC1)NC1=NC=C(C(=N1)C=1C=C2C(CNC(C2=CC1)=O)(C)C)F Trans-6-(2-((3-aminocyclopentyl)amino)-5-fluoropyrimidin-4-yl)-4,4-dimethyl-3,4-dihydroisoquinolin-1(2H)-one